O[C@@H]1CN(CC1)C=1C=CC(=NC1)C=O (S)-5-(3-hydroxypyrrolidin-1-yl)picolinal